Methyl 5-(6-amino-3-azabicyclo[3.1.0]hexan-3-yl)pyrazine-2-carboxylate NC1C2CN(CC12)C=1N=CC(=NC1)C(=O)OC